NC1=NC(=CC(=N1)N1CCC2(C[C@H](NC2)C(=O)OCC)CC1)O[C@@H](C(F)(F)F)C1=C(C=C(C=C1)C1=CC=C(C=C1)C(=O)OCC)N1N=C(C=C1)C (S)-ethyl 8-(2-amino-6-((R)-1-(4'-(ethoxycarbonyl)-3-(3-methyl-1H-pyrazol-1-yl)-[1,1'-biphenyl]-4-yl)-2,2,2-trifluoroethoxy)pyrimidin-4-yl)-2,8-diazaspiro[4.5]decane-3-carboxylate